2-(methanesulfonamido)-5-(trifluoromethyl)benzoic acid CS(=O)(=O)NC1=C(C(=O)O)C=C(C=C1)C(F)(F)F